bismuth zirconium zinc oxide [O-2].[Zn+2].[Zr+4].[Bi+3]